Azetidine-2-carboxic acid N1C(CC1)C(=O)O